1-(4-methoxy-1-phenylbutyl)-1H-pyrazole COCCCC(C1=CC=CC=C1)N1N=CC=C1